Naphthyridinone sodium salt [Na].N1C(C=CC2=CC=CN=C12)=O